1-[3-[(1R)-1-hydroxyethyl]-6-[6-[(6-methylpyridazin-3-yl)amino]benzimidazol-1-yl]-2-pyridinyl]-5-methyl-pyrazole-3-carbonitrile O[C@H](C)C=1C(=NC(=CC1)N1C=NC2=C1C=C(C=C2)NC=2N=NC(=CC2)C)N2N=C(C=C2C)C#N